N-(3-(4,4-difluoropiperidin-1-yl)-5-methoxyphenyl)-4-(ethylsulfanyl)-2-methyl-6-(6-azaspiro[2.5]oct-6-yl)benzamide FC1(CCN(CC1)C=1C=C(C=C(C1)OC)NC(C1=C(C=C(C=C1N1CCC2(CC2)CC1)SCC)C)=O)F